4-bromo-1-(3-(3-hydroxy-3-methoxyformyl-pyrrolidin-1-yl)propyl)indoline BrC1=C2CCN(C2=CC=C1)CCCN1CC(CC1)(C(=O)OC)O